[N+](=O)([O-])C Nitromethane